BrC1=CC(=C2N=C(C(NC2=C1)=O)C)O 7-bromo-5-hydroxy-3-methylquinoxalin-2(1H)-one